4-ethenyl-N,N-dimethylbenzenepropanaminium chloride [Cl-].C(=C)C1=CC=C(C=C1)CCC[NH+](C)C